CC1(CCN(CCC1)C(=O)OC(C)(C)C)C(=O)OC 1-tert-butyl 4-methyl 4-methylazepane-1,4-dicarboxylate